(R)-N-(4-(3-((7-methylquinazolin-2-yl)amino)pyrrolidine-1-carbonyl)phenyl)acrylamide CC1=CC=C2C=NC(=NC2=C1)N[C@H]1CN(CC1)C(=O)C1=CC=C(C=C1)NC(C=C)=O